ClC=1C=C2C=C(NC2=CC1C1=CN2C=CN=C2S1)CNC(C)=O N-{[5-chloro-6-(4-thia-1,6-diazabicyclo[3.3.0]octa-2,5,7-trien-3-yl)-2-indolyl]methyl}acetamide